(trans-4-Phenyl-1-(2-(trifluoromethoxy)ethyl)pyrrolidin-3-yl)-3-(2-phenyl-2,4,5,6-tetrahydrocyclopenta[c]pyrazol-3-yl)urea C1(=CC=CC=C1)[C@H]1[C@@H](CN(C1)CCOC(F)(F)F)NC(=O)NC1=C2C(=NN1C1=CC=CC=C1)CCC2